[Si](C)(C)(C(C)(C)C)OC1CC(C1)C=1C=CC=C2C=CC=NC12 8-(3-((tert-butyldimethylsilyl)oxy)cyclobutyl)quinoline